(E)-5-bromo-3-(1-(3-hydroxyphenyl)ethylidene)indolin-2-one BrC=1C=C2\C(\C(NC2=CC1)=O)=C(\C)/C1=CC(=CC=C1)O